N-{(3R)-1-[4-({(1R)-1-[3-(difluoromethyl)-2-fluorophenyl]ethyl}amino)-2-methylpyrido[3,4-d]pyrimidin-6-yl]pyrrolidin-3-yl}oxetane-3-carboxamide FC(C=1C(=C(C=CC1)[C@@H](C)NC=1C2=C(N=C(N1)C)C=NC(=C2)N2C[C@@H](CC2)NC(=O)C2COC2)F)F